1-(4-trifluoromethoxyphenyl)-4-{3-[(7-trifluoromethylquinolin-4-yl)amino]Benzoyl}piperazine FC(OC1=CC=C(C=C1)N1CCN(CC1)C(C1=CC(=CC=C1)NC1=CC=NC2=CC(=CC=C12)C(F)(F)F)=O)(F)F